BrC=1N=C(N2C1C(=NC=C2C(=O)N(C)C2CN(CC2)C(=O)OC(C)(C)C)Cl)C(C)C tert-Butyl 3-(1-bromo-8-chloro-3-isopropyl-N-methylimidazo[1,5-a]pyrazine-5-carboxamido)pyrrolidine-1-carboxylate